C(C)(C)(C)OC(=O)N[C@@H](C)C(=O)OC1(COC1)C1=C(C=C(C(=C1)F)N=CN(C)CC)C 3-(4-(((ethyl(methyl)amino)methylene)amino)-5-fluoro-2-methylphenyl)oxetan-3-yl (tert-butoxycarbonyl)-L-alaninate